N1=C(N=CN=C1)N1CCN(CC1)CCCCCN1C(NC2=C1C=CC=C2)=O 1-(5-(4-(1,3,5-triazin-2-yl)piperazin-1-yl)pentyl)-1H-benzo[d]imidazol-2(3H)-one